(S)-1-methoxypropan-2-amine COC[C@H](C)N